ClC=1C=C(C=CC1C(F)(F)F)NC(=O)[C@H]1[C@H]2C[C@@H]([C@@H]([C@@H]1C=1C(=NN(C1)C(C)C)C(F)(F)F)O2)O |r| rac-(1r,2r,3s,4r,5s)-N-(3-chloro-4-(trifluoromethyl)phenyl)-5-hydroxy-3-(1-isopropyl-3-(trifluoromethyl)-1H-pyrazol-4-yl)-7-oxabicyclo[2.2.1]heptane-2-carboxamide